N1=CC(=CC=C1)N=C=S 3-pyridyl isothiocyanate